3-[(2,4-dichlorophenoxy)methyl]-1H-1,2,4-triazol-5(4H)-one ClC1=C(OCC2=NNC(N2)=O)C=CC(=C1)Cl